OC1=C(OC=2C3=C(C=CC2C1=O)OC(O3)(C3=CC=CC=C3)C3=CC=CC=C3)C3=CC=C(C=C3)CCCN3CCCCC3 7-hydroxy-2,2-diphenyl-8-(4-(3-(piperidin-1-yl)propyl)phenyl)-6H-[1,3]-dioxolo[4,5-h]chromen-6-one